tert-butyl 3-bromo-2-(4-chloro-3-methylphenyl)-6,7-dihydropyrazolo[1,5-a]pyrazine-5(4H)-carboxylate BrC=1C(=NN2C1CN(CC2)C(=O)OC(C)(C)C)C2=CC(=C(C=C2)Cl)C